(1-fluorocyclopropyl)methyl cis-2-(biphenyl-3-ylmethyl)-3-((methylsulfonyl)amino)piperidine-1-carboxylate C1(=CC(=CC=C1)C[C@@H]1N(CCC[C@@H]1NS(=O)(=O)C)C(=O)OCC1(CC1)F)C1=CC=CC=C1